thioacetamidate C(C)(=S)N